ClC1=CC(=C(C=C1C(F)(F)F)NC(=O)N1[C@H]2CC[C@@H]1CC=1C(=NC=CC12)F)F (5S,8R)-N-(4-chloro-2-fluoro-5-(trifluoromethyl)phenyl)-1-fluoro-6,7,8,9-tetrahydro-5H-5,8-epiminocyclohepta[c]pyridine-10-carboxamide